BrC1=C2C(=NC(=C1)C#N)N(N=C2)C 4-bromo-1-methyl-pyrazolo[3,4-b]pyridine-6-carbonitrile